[Cl-].C(CCCCCCCCC)[N+](C)(C)CCCCCCCCCC bisdecyl-dimethyl-ammonium chloride